C(C1=CC=CC=C1)OC(C1=C(N=CC(=C1)Cl)CCOC)=O 5-chloro-2-(2-methoxyethyl)nicotinic acid benzyl ester